2-(2-methoxy-5-propoxyphenyl)ethan-1-amine COC1=C(C=C(C=C1)OCCC)CCN